N-[(2-aminoquinolin-7-yl)methyl]-N-(3-carbamoyl-1-methyl-1H-pyrazol-4-yl)pyridine-3-carboxamide NC1=NC2=CC(=CC=C2C=C1)CN(C(=O)C=1C=NC=CC1)C=1C(=NN(C1)C)C(N)=O